NC1=NC=C(C=C1OC(C)(C)C=1C=C(C=CC1)NC(C1=CC(=CC=C1)OC)=O)Cl N-(3-(2-((2-amino-5-chloropyridin-3-yl)oxy)propan-2-yl)phenyl)-3-methoxybenzamide